ethyl-4-nitro-1,2,3,5,6,7-hexahydro-s-indacene C(C)C1CCC2=C(C=3CCCC3C=C12)[N+](=O)[O-]